manganese silicate salt [Si]([O-])([O-])([O-])[O-].[Mn+4]